O1C(CCCC1)CC(=O)N 2-(tetrahydro-2H-pyran-2-yl)acetamide